4-bromo-1-((3,4-difluorobenzyl)oxy)-2-(trifluoromethyl)benzene BrC1=CC(=C(C=C1)OCC1=CC(=C(C=C1)F)F)C(F)(F)F